(2-chloro-4-methylphenyl)-2-(hydroxymethyl)-1H-benzimidazole-4-carboxylic acid ClC1=C(C=CC(=C1)C)N1C(=NC2=C1C=CC=C2C(=O)O)CO